(S)-N-Boc-3-iodo-O-methyl-α-methyltyrosine methyl ester COC([C@@](NC(=O)OC(C)(C)C)(CC1=CC(=C(C=C1)OC)I)C)=O